C(=O)(O)C1(OC1)CC(=O)O 2-carboxyl-oxiraneacetic acid